N,N-bis-(allylsulfonyl)aminotetrahydrothiophene-1,1-dioxide C(C=C)S(=O)(=O)N(S(=O)(=O)CC=C)C1S(CCC1)(=O)=O